BrC=1C=CC=C2COC(C12)=O 7-bromo-1(3H)-isobenzofuranone